4-((2S,4S)-4-(3-(difluoromethyl)azetidin-1-yl)-1-((5-methoxy-7-methyl-1H-indol-4-yl)methyl)piperidin-2-yl)benzoic acid FC(C1CN(C1)[C@@H]1C[C@H](N(CC1)CC1=C2C=CNC2=C(C=C1OC)C)C1=CC=C(C(=O)O)C=C1)F